N-(2-(methacryloyloxy)ethyl)-N,N-dimethylbutan-1-aminium chloride [Cl-].C(C(=C)C)(=O)OCC[N+](CCCC)(C)C